C(C)OC(=O)C=1C=NC2=C(C=NC=C2C1O)Br 8-bromo-4-hydroxy-1,6-naphthyridine-3-carboxylic acid ethyl ester